FC1=C(OC2=C1C1=C(C=C2OC)SC(=C1)C(CC(C(=O)OC)C)=O)C methyl 4-(1-fluoro-4-methoxy-2-methylthieno[3,2-e]benzofuran-7-yl)-2-methyl-4-oxobutanoate